Cl.NC(C(=O)NCC1=CC=C(C=C1)C1=CC=C(C=C1)C(F)(F)F)CCCC Amino-N-((4'-(trifluoromethyl)-[1,1'-biphenyl]-4-yl)methyl)hexanamide hydrochloride